BrC1=NN(C(=C1Br)C1=NC2=C(C(O1)=O)C=C(C=C2C)C#N)C2=NC=CC=C2Cl 2-[3,4-Dibromo-1-(3-chloro-2-pyridinyl)-1H-pyrazol-5-yl]-6-cyano-8-methyl-4H-3,1-benzoxazin-4-one